BrC1=CC=C[C@H](N1C(C)C1=CC(=CC=C1)C(F)(F)F)C (R)-6-bromo-2-methyl-N-(1-(3-trifluoromethylphenyl)ethyl)pyridin